{4-amino-2-[3-chloro-4-(difluoromethoxy)anilino]-1,3-thiazol-5-yl}[6-(difluoromethoxy)pyridin-3-yl]methanone NC=1N=C(SC1C(=O)C=1C=NC(=CC1)OC(F)F)NC1=CC(=C(C=C1)OC(F)F)Cl